2-((2-fluoro-4-iodophenyl)amino)-4-methylthiophene-3-carboxamide FC1=C(C=CC(=C1)I)NC=1SC=C(C1C(=O)N)C